1-((2-fluoro-4-(trifluoromethyl)phenyl)methyl-d2)-2-methylhydrazine-1-carboxylate FC1=C(C=CC(=C1)C(F)(F)F)C(N(NC)C(=O)[O-])([2H])[2H]